N-[(2-amino-5-fluoroquinolin-7-yl)methyl]-N-(4-fluoro-2-methanesulfonylphenyl)-6-methylpyridine-3-carboxamide NC1=NC2=CC(=CC(=C2C=C1)F)CN(C(=O)C=1C=NC(=CC1)C)C1=C(C=C(C=C1)F)S(=O)(=O)C